CC(CCCCCC)NC1=CC=C(C=C1)NC(CCCCCC)C bis-(1-methylheptyl)-p-phenylenediamine